(1R,2R)-N-[7-chloro-6-[4-((3R,4R)-4-hydroxy-3-methyl-tetrahydrofuran-3-yl)piperazin-1-yl]-3-isoquinolinyl]-2-(2-isobutylpyrazol-3-yl)cyclopropanecarboxamide ClC1=C(C=C2C=C(N=CC2=C1)NC(=O)[C@H]1[C@@H](C1)C=1N(N=CC1)CC(C)C)N1CCN(CC1)[C@@]1(COC[C@@H]1O)C